CSC1=CC=C(C=C1)C1=C(NC=C1C(=O)NCC=1C=NC=CC1)C1=CC=C(C=C1)C(F)(F)F (4-(methylsulfanyl)phenyl)-N-(pyridin-3-ylmethyl)-2-(4-(trifluoromethyl)phenyl)Azole-4-carboxamide